(4aR,6R,7R,8S,8aR)-7-acetoxy-2,2-dimethyl-8-(4-(3,4,5-trifluorophenyl)-1H-1,2,3-triazol-1-yl)hexahydropyrano[3,2-d][1,3]dioxine-6-carboxylic acid C(C)(=O)O[C@@H]1[C@H]([C@H]2OC(OC[C@H]2O[C@H]1C(=O)O)(C)C)N1N=NC(=C1)C1=CC(=C(C(=C1)F)F)F